[N+](=O)([O-])[O-].[Co+3].C(C)O[Si]([SiH2][SiH2][Si](OCC)(OCC)OCC)(OCC)OCC.[N+](=O)([O-])[O-].[N+](=O)([O-])[O-] 1,2-bis(triethoxysilyl)disilane cobalt (iii) nitrate